N1=CC=C(C=C1)C=1SC=C(N1)C(=O)N 2-(pyridine-4-yl)thiazole-4-carboxamide